COC(C1=CC=C(C=C1)O)=O 4-hydroxybenzoic acid methylester